2-((R)-4-bromo-7-fluoro-indan-1-yl)-isoindole-1,3-dione BrC1=C2CC[C@H](C2=C(C=C1)F)N1C(C2=CC=CC=C2C1=O)=O